C1(CC1)C([C@@H](C(NC1=NC=CC(=C1)CNC(CCC(F)(F)F)=O)=O)NC(=O)C1=CC=NN1C)C1CC1 (S)-N-(1,1-Dicyclopropyl-3-oxo-3-((4-((4,4,4-trifluorobutanamido)methyl)pyridin-2-yl)amino)propan-2-yl)-1-methyl-1H-pyrazole-5-carboxamide